C(=O)C1CN(CC1)C=1C=C(C=CC1)S(=O)(=O)NC1=NOC2=C1C(=CC(=C2)CN2N=CC=C2)OC 3-(3-formylpyrrolidin-1-yl)-N-[4-methoxy-6-(pyrazol-1-ylmethyl)-1,2-benzoxazol-3-yl]benzenesulfonamide